3-((2S,4R)-2-(3-bromophenyl)-4-methyloxetan-2-yl)-4-methyl-4H-1,2,4-triazole BrC=1C=C(C=CC1)[C@]1(O[C@@H](C1)C)C1=NN=CN1C